C(C1=CC=CC=C1)N(C(C=C)=O)CCCC N-Benzyl-N-butylacrylamid